C1CC12CN(CC2)C2=NC1=C(C=C(C=C1C(N2C2CCOCC2)=O)C)C(C)NC2=C(C(=O)O)C=CC=C2 2-[1-[2-(5-Azaspiro[2.4]heptan-5-yl)-6-methyl-3-(oxan-4-yl)-4-oxoquinazolin-8-yl]ethylamino]benzoic acid